NC1=NC=CC(=C1)C[C@@H]1[C@H](N(C1=O)C(=O)N[C@H](CC)C1=C(C=CC(=C1)F)F)C(=O)N(C)C1=CC=NN1C (2S,3R)-3-((2-aminopyridin-4-yl)methyl)-N2-(1-methyl-1H-pyrazol-5-yl)-N1-((R)-1-(2,5-difluorophenyl)propyl)-N2-methyl-4-oxoazetidine-1,2-dicarboxamide